(E)-2-(5-bromo-1H-indol-3-yl)-N'-(pyridin-4-ylmethylene)thiazole-4-carbohydrazide di-n-octyl-(4-vinylphenylphosphonate) C(CCCCCCC)OP(OCCCCCCCC)(=O)C1=CC=C(C=C1)C=C.BrC=1C=C2C(=CNC2=CC1)C=1SC=C(N1)C(=O)N/N=C/C1=CC=NC=C1